C(C1=CC=CC=C1)OC1=C(C(=C2C=CC(=CC2=C1)NC(CC1=CC=C(C=C1)NC1=CC=C2C(=NN(C2=C1)C)C=1C(=NC(=CC1)OCC1=CC=CC=C1)OCC1=CC=CC=C1)=O)F)N1S(NC(C1)=O)(=O)=O N-(7-(benzyloxy)-6-(1,1-dioxido-4-oxo-1,2,5-thiadiazolidin-2-yl)-5-fluoronaphthalen-2-yl)-2-(4-((3-(2,6-bis(benzyloxy)pyridin-3-yl)-1-methyl-1H-indazol-6-yl)amino)phenyl)acetamide